1-(3-(Phenylmethoxy)-5-(3-chlorophenyl)-4-methyl-picolinamido)cyclopropane-1-carboxylic acid ethyl ester C(C)OC(=O)C1(CC1)NC(C1=NC=C(C(=C1OCC1=CC=CC=C1)C)C1=CC(=CC=C1)Cl)=O